tert-butyl (2R)-2-(3-methoxy-4-methoxycarbonyl-phenyl)morpholine-4-carboxylate COC=1C=C(C=CC1C(=O)OC)[C@@H]1CN(CCO1)C(=O)OC(C)(C)C